(3-((1R,4R)-4-((Dimethylamino)methyl)-cyclohexyl)-1,2,3-oxadiazol-3-ium-5-yl)((3-(3-(pyrazin-2-yl)propanamido)-5-(trifluoromethyl)phenyl)carbamoyl)amide CN(C)CC1CCC(CC1)[N+]1=NOC(=C1)[N-]C(NC1=CC(=CC(=C1)C(F)(F)F)NC(CCC1=NC=CN=C1)=O)=O